ClC=1C=C(C=NC1)C1=NC(=C2N=CN(C2=N1)[C@H]1[C@@H]([C@@H]([C@H](O1)C(=O)NC([2H])([2H])[2H])O)O)NCC=1N=COC1 (2S,3S,4R,5R)-5-(2-(5-chloropyridin-3-yl)-6-((oxazol-4-ylmethyl)amino)-9H-purin-9-yl)-3,4-dihydroxyl-N-(methyl-d3)tetrahydrofuran-2-carboxamide